P(=O)([O-])([O-])F.[Fe+2] iron fluorophosphate